(2R)-1-[(4S)-4,5-dihydro-4-phenyl-2-oxazolyl]-2-(diphenylphosphino)ferrocene C1C(N=C(O1)[C]2[CH][CH][CH][C]2P(C3=CC=CC=C3)C4=CC=CC=C4)C5=CC=CC=C5.[CH]1[CH][CH][CH][CH]1.[Fe]